(2S,3S,4R,5R)-5-(6-(benzylamino)-2-(2,5-difluorophenyl)-9H-purin-9-yl)-3,4-dihydroxyl-N-methyltetrahydrofuran-2-carboxamide C(C1=CC=CC=C1)NC1=C2N=CN(C2=NC(=N1)C1=C(C=CC(=C1)F)F)[C@H]1[C@@H]([C@@H]([C@H](O1)C(=O)NC)O)O